1-(3-methylhexadecen-2-yl)ethanone CC(C(=C)C(C)=O)CCCCCCCCCCCCC